3-(4-Chlorothiothieno[2,3-b]pyridin-2-yl)-2-methyl-2,5-dihydro-1H-pyrrole-1-carboxylic acid tert-butyl ester C(C)(C)(C)OC(=O)N1C(C(=CC1)C1=CC=2C(=NC=CC2SCl)S1)C